N-(1'-(6-(cyanomethyl)-2-(1,1-difluoroethyl)pyrimidin-4-yl)-1',2'-dihydrospiro[cyclopropan-1,3'-pyrrolo[3,2-c]pyridin]-6'-yl)acetamide C(#N)CC1=CC(=NC(=N1)C(C)(F)F)N1CC2(C=3C=NC(=CC31)NC(C)=O)CC2